2-((3-bromo-1-methyl-1H-pyrazol-4-yl)methyl)-6-ethylimidazo[1,2-a]pyrazine BrC1=NN(C=C1CC=1N=C2N(C=C(N=C2)CC)C1)C